2-(2,6-dioxopiperidin-3-yl)-5-((3-(7-fluorochroman-4-yl)azetidin-1-yl)methyl)isoindoline-1,3-dione O=C1NC(CCC1N1C(C2=CC=C(C=C2C1=O)CN1CC(C1)C1CCOC2=CC(=CC=C12)F)=O)=O